C(C)(=O)OC1=C2C(=C3C(NC=NC3=C1)=O)OC(CC2)(C)C 2,2-dimethyl-10-oxo-3,4,9,10-tetrahydro-2H-pyrano[2,3-f]quinazolin-5-yl acetate